(E)-1-[(5-nitro-2-furyl)methylideneamino]imidazolidine-2,4-dione [N+](=O)([O-])C1=CC=C(O1)\C=N\N1C(NC(C1)=O)=O